(6S,15R)-9-fluoro-15-methyl-13-oxa-2,17,20,21,24-pentaazapentacyclo[16.5.2.02,6.07,12.021,25]pentacosane-1(24),7,9,11,18(25),19,22-heptaene-16-one FC=1C=C2[C@@H]3CCCN3C=3C=CN4N=CC(NC([C@@H](COC2=CC1)C)=O)=C4N3